C(OC1=CC2=C(N(C(=N2)S(=O)CC2=NC=C(C(=C2C)OC)C)C(C)(C)C)C=C1)([O-])=O Tert-Butyl-(2-(((4-Methoxy-3,5-Dimethylpyridin-2-yl) Methyl)sulfinyl)-1H-Benzo[d]imidazol-5-yl) Carbonat